Br[Pt] bromoplatinum